P(=O)([O-])([O-])[O-].[Ca+2].P(=O)([O-])([O-])[O-].[Ca+2].[Ca+2] CALCIUM PHOSPHATE